OC(CC(C)(C)OOC(CCCCCC(C)(C)C)=O)C 3-hydroxy-1,1-dimethylbutylperoxyneodecanoate